NC(C(=O)NC1=CC=C(C=C1)C=1N(C=NC1C)C)C(C1CC1)C1CC1 2-amino-3,3-dicyclopropyl-N-[4-(3,5-dimethyl-imidazol-4-yl)phenyl]propan-amide